C(C)(C)(C)OC(=O)N1[C@@H](CN([C@H](C1)CC)C=1C=2C(N(C(C1)=O)C)=CNN2)CC (2r,5s)-2,5-diethyl-4-(4-methyl-5-oxo-4,5-dihydro-2H-pyrazolo[4,3-b]Pyridin-7-yl)piperazine-1-carboxylic acid tert-butyl ester